NCCCCCCCCCCCCN monoaminododecyl-amine